C(C)(=O)NC12CC(C1)(C2)NC(=O)N2[C@H](C1=CC=CC=C1CC2)C2=CC=C(C=C2)F (S)-N-(3-acetamidobicyclo[1.1.1]pentan-1-yl)-1-(4-fluorophenyl)-3,4-dihydroisoquinoline-2(1H)-carboxamide